N[C@H](C(=O)N1[C@@H]2[C@H](CC1)[C@@](NC2)(C(=O)O)CCCCB(O)O)CC(C)C (3aS,4R,6aR)-1-((S)-2-amino-4-methylpentanoyl)-4-(4-boronobutyl)octahydropyrrolo[3,4-b]pyrrole-4-carboxylic acid